FC(C(=O)O)(F)F.FC(C(=O)O)(F)F.NC=1C=2N(C=C(C1)C1=CC=NN1C)C(=CN2)C=2C=C(C=CC2C)S(=O)(=O)N[C@@H]2CC[C@H](CC2)O 3-[8-Amino-6-(1-methyl-1H-pyrazol-5-yl)imidazo[1,2-a]pyridin-3-yl]-N-(trans-4-hydroxycyclohexyl)-4-methylbenzenesulfonamide bis(trifluoroacetate)